(1S,5R)-methyl-3,8-diazabicyclo[3.2.1]octane-8-carboxylate COC(=O)N1[C@@H]2CNC[C@H]1CC2